3α,6β,7α,12α-tetrahydroxy-5β-cholanoic acid O[C@H]1C[C@H]2[C@@H]([C@H]([C@H]3[C@@H]4CC[C@H]([C@@H](CCC(=O)O)C)[C@]4([C@H](C[C@@H]3[C@]2(CC1)C)O)C)O)O